(1R,3R)-1-[2,6-difluoro-4-(1-prop-2-ynylazetidin-3-yl)oxy-phenyl]-2-(2-fluoro-2-methyl-propyl)-3-methyl-1,3,4,9-tetrahydropyrido[3,4-b]indole FC1=C(C(=CC(=C1)OC1CN(C1)CC#C)F)[C@H]1N([C@@H](CC2=C1NC1=CC=CC=C21)C)CC(C)(C)F